3-(hydroxymethyl)cyclobutane-1-carboxylic acid methyl ester COC(=O)C1CC(C1)CO